8-(1,3-Dimethyl-1H-pyrazol-4-yl)-1-(1-ethyl-3-methyl-1H-pyrazol-4-yl)-7-methoxy-3-methyl-1,3-dihydro-imidazo[4,5-c]quinolin-2-one CN1N=C(C(=C1)C1=CC=2C3=C(C=NC2C=C1OC)N(C(N3C=3C(=NN(C3)CC)C)=O)C)C